FC(C(C(C(C(C(C(C(C(C(C(C(C(C(C(C(C(C(C(C(C(C(F)(F)F)(F)F)(F)F)(F)F)(F)F)(F)F)(F)F)(F)F)(F)F)(F)F)(F)F)(F)F)(F)F)(F)F)(F)F)(F)F)(F)F)(F)F)(F)F)(F)F)(F)F)(F)F perfluoro-n-docosane